3-[2-(1-phenylcyclopropanoyl)-1,2,3,4-tetrahydroisoquinolin-5-yl]-3-(1,4-dimethylbenzotriazol-5-yl)propanoic acid ethyl ester C(C)OC(CC(C1=C(C2=C(N(N=N2)C)C=C1)C)C1=C2CCN(CC2=CC=C1)C(=O)C1(CC1)C1=CC=CC=C1)=O